5-(3-hydroxyoxetan-3-yl)thiophene-2-sulfonamide OC1(COC1)C1=CC=C(S1)S(=O)(=O)N